C(=O)(O)C(COCCC1=CC=C(C=C1)OCC)N1CCN(CCN(CCN(CC1)CC(=O)[O-])CC(=O)[O-])CC(=O)[O-] 2,2',2''-(10-{1-carboxy-2-[2-(4-ethoxyphenyl)ethoxy]ethyl}-10,4,7,1-tetraazacyclododecan-1,4,7-triyl)triacetat